NC1=NC=CC=C1C1=NC=2C(=NC(=CC2)C2=CC=CC=C2)N1C1=CC=C(CNC(=O)C=2C=C(C(=O)O)C=CC2F)C=C1 3-((4-(2-(2-aminopyridin-3-yl)-5-phenyl-3H-imidazo[4,5-b]pyridin-3-yl)benzyl)carbamoyl)-4-fluorobenzoic acid